CC1=C(C=CC=C1C(NC1=NC=C(C=C1)C)=O)NCCCCCCCNC(OC(C)(C)C)=O tert-butyl (7-((2-methyl-3-((5-methylpyridin-2-yl)carbamoyl)phenyl)amino)heptyl)carbamate